C1(CC1)C([C@@H](C(=O)NC1=NC(=C(C=C1)C=1C(=NNC1C)C)F)NC(=O)C=1C(=NOC1)[C@@H](C)O)C1CC1 N-[(1S)-1-(dicyclopropylmethyl)-2-[[5-(3,5-dimethyl-1H-pyrazol-4-yl)-6-fluoro-2-pyridyl]amino]-2-oxo-ethyl]-3-[(1R)-1-hydroxyethyl]isoxazole-4-carboxamide